4-ethynyl-5-methyl-1-(6-methylpyridin-3-yl)-1H-imidazole-2-carboxamide C(#C)C=1N=C(N(C1C)C=1C=NC(=CC1)C)C(=O)N